(S)-3-(2-((6-oxo-5-(Trifluoromethyl)-1-((2-(trimethylsilyl)ethoxy)methyl)-1,6-dihydropyridazin-4-yl)amino)propoxy)propanoic acid methyl Ester COC(CCOC[C@H](C)NC=1C=NN(C(C1C(F)(F)F)=O)COCC[Si](C)(C)C)=O